C(=O)OC1CC2(CNC2)C1 2-azaspiro[3.3]heptane-6-ol formate